FC1=C(N(C2=CN=C(C=C21)C2(CC2)C(=O)N)C)C2=C(C=CC=C2)C (3-fluoro-1-methyl-2-o-tolyl-1H-pyrrolo[2,3-c]pyridin-5-yl)cyclopropanecarboxamide